2-methylpropan-2-yl {[(3R)-3-methyl-1-[5-nitro-2-(prop-2-yl)indazol-4-yl]tetrahydro-1H-pyrrol-3-yl]amino}methanoate C[C@@]1(CN(CC1)C=1C2=CN(N=C2C=CC1[N+](=O)[O-])C(C)C)NC(=O)OC(C)(C)C